(R)-1-(4-ethynylphenyl)ethan-1-ol C(#C)C1=CC=C(C=C1)[C@@H](C)O